tert-butyl 3-[5-(2-methoxy-2-oxo-ethyl)-3-pyridyl]-2,7-dimethyl-5,7-dihydro-4H-pyrazolo[3,4-c]pyridine-6-carboxylate COC(CC=1C=C(C=NC1)C=1N(N=C2C(N(CCC21)C(=O)OC(C)(C)C)C)C)=O